N-(2-hydroxyethyl)guanidine OCCNC(=N)N